C1(C(C(C(C(C1[2H])([2H])[2H])([2H])[2H])([2H])[2H])([2H])[2H])([2H])C1=C(C(=NN=N1)C1C(C(C(C(C1([2H])C1=CC=CC=2[Se]C3=C(C21)C=CC=C3)([2H])[2H])([2H])[2H])([2H])[2H])([2H])[2H])C3(C(C(C(C(C3[2H])([2H])[2H])([2H])[2H])([2H])[2H])([2H])[2H])[2H] (diphenyl-d10-triazinylphenyl-d9)dibenzoselenophene